4-(2-(3,4-dimethoxyphenyl)-3-isopropyl-1H-indol-5-yl)-N-((1-methylpyrrolidin-3-yl)methyl)aniline tert-butyl-3-(6-benzyloxy-3-pyridyl)-4-oxo-piperidine-1-carboxylate C(C)(C)(C)OC(=O)N1CC(C(CC1)=O)C=1C=NC(=CC1)OCC1=CC=CC=C1.COC=1C=C(C=CC1OC)C=1NC2=CC=C(C=C2C1C(C)C)C1=CC=C(NCC2CN(CC2)C)C=C1